FC(C1=CC=C(C=C1)C=1OC2=CC=CC=3C2=C(C1)C=CC3)(F)F 2-(4-(trifluoromethyl)phenyl)benzo[de]chromene